N(=O)N(O)C1=CC=CC=C1.N(=O)N(O)C1=CC=CC=C1.N(=O)N(O)C1=CC=CC=C1.[Al] aluminum tris(N-nitroso-N-phenylhydroxylamine) salt